2-(4-(6-((4-chloro-2-fluorobenzyl)oxy)pyridin-2-yl)-2,5-difluorobenzyl)-1-((3R,4R)-4-methoxytetrahydrofuran-3-yl)-1H-benzo[d]imidazole-6-carboxylic acid ClC1=CC(=C(COC2=CC=CC(=N2)C2=CC(=C(CC3=NC4=C(N3[C@@H]3COC[C@@H]3OC)C=C(C=C4)C(=O)O)C=C2F)F)C=C1)F